(Z)-4-(4-((5-cyclopropyl-3-(2,6-dichlorophenyl)isoxazol-4-yl)methoxy)-3,3-difluoropiperidin-1-yl)-N'-hydroxybenzimidamide C1(CC1)C1=C(C(=NO1)C1=C(C=CC=C1Cl)Cl)COC1C(CN(CC1)C1=CC=C(/C(/N)=N/O)C=C1)(F)F